BrC=1N=CC(=NC1)C1(CC(C1)(C)NC(OC(C)(C)C)=O)O tert-butyl ((1s,3s)-3-(5-bromopyrazin-2-yl)-3-hydroxy-1-methylcyclobutyl)carbamate